1-(4-(6-((5-methylthiazol-2-yl)amino)-1-phenethyl-1H-pyrrolo[3,2-c]pyridin-4-yl)-3,6-dihydropyridin-1(2H)-yl)prop-2-en-1-one CC1=CN=C(S1)NC1=CC2=C(C(=N1)C=1CCN(CC1)C(C=C)=O)C=CN2CCC2=CC=CC=C2